dihydro-2H-1,4-thiazine-6-carboxamide S1CCNC=C1C(=O)N